5-(4-bromophenyl)-3-phenyl-1H-1,2,4-triazole BrC1=CC=C(C=C1)C1=NC(=NN1)C1=CC=CC=C1